1-(3-bromophenyl)-3-phenyl-1H-benzo[d]imidazol-3-ium bromide [Br-].BrC=1C=C(C=CC1)N1C=[N+](C2=C1C=CC=C2)C2=CC=CC=C2